ClC1=C(C=C(C=C1)C1CCN(CC1)C(CN1N=C(C2=C1CCC2)C(=O)N2C[C@H](O[C@H](C2)C)C)=O)C 1-[4-(4-Chloro-3-methylphenyl)piperidin-1-yl]-2-{3-[(2R,6S)-2,6-dimethylmorpholin-4-carbonyl]-5,6-dihydrocyclopenta[c]pyrazol-1(4H)-yl}ethan-1-on